(2S)-2-[2-methyl-5-(2-{[(R)-phenyl((3R)-1H,2H,3H,4H-pyrido[2,3-b]pyrazin-3-yl)methyl]amino}ethyl)phenyl]propanoic acid CC1=C(C=C(C=C1)CCN[C@@H]([C@H]1CNC2=C(N1)N=CC=C2)C2=CC=CC=C2)[C@@H](C(=O)O)C